O1CC=CC2=CC=C3C(=C12)C=CC=C3 benzo-chromene